COC(CSC=1C(=NC(=CC1)C(F)(F)F)C)=O 2-(2-Methyl-6-(trifluoromethyl)pyridin-3-ylthio)acetic acid methyl ester